3-[5-(2-Fluorophenyl)-[1,2,4]oxadiazol-3-yl]-benzoic acid 2-[2-(2-methoxy-ethoxy)-ethoxy]-ethyl ester COCCOCCOCCOC(C1=CC(=CC=C1)C1=NOC(=N1)C1=C(C=CC=C1)F)=O